6-(benzyloxy)-5,7-difluorobenzo[c][1,2]oxaborol-1(3H)-ol C(C1=CC=CC=C1)OC=1C(=CC2=C(B(OC2)O)C1F)F